tert-butyl ((S)-4-((R)-1-(4-((1-(tert-butyl)-3-((1S,3R)-3-((tert-butyldimethylsilyl)oxy)cyclopentyl)-1H-pyrazol-5-yl)amino)pyridin-2-yl)ethoxy)butan-2-yl)carbamate C(C)(C)(C)N1N=C(C=C1NC1=CC(=NC=C1)[C@@H](C)OCC[C@H](C)NC(OC(C)(C)C)=O)[C@@H]1C[C@@H](CC1)O[Si](C)(C)C(C)(C)C